4-bromo-N-(2,4-dimethoxybenzyl)-2-iodo-6-methylbenzamide BrC1=CC(=C(C(=O)NCC2=C(C=C(C=C2)OC)OC)C(=C1)C)I